C1=CC(=C(C(=C1)Cl)Cl)C(=O)N dichlorobenzamide